ClC1=CC=C(NC2=C(C(=NC(=N2)S(=O)(=O)C)N2CC(C2)C#N)[N+](=O)[O-])C=C1 1-[6-(4-chloroanilino)-2-methylsulfonyl-5-nitro-pyrimidin-4-yl]azetidine-3-carbonitrile